C(C)(C)(C)OC(N(C)C)OC(C)(C)C N,N-Dimethylformamide Di-tertbutyl Acetal